sodium (S)-3-(3-(1,5-dimethyl-4-oxido-2-oxo-1,2-dihydropyridin-3-yl)ureido)-3-(4'-(trifluoro methyl)biphenyl-3-yl)propanoate CN1C(C(=C(C(=C1)C)[O-])NC(N[C@@H](CC(=O)[O-])C=1C=C(C=CC1)C1=CC=C(C=C1)C(F)(F)F)=O)=O.[Na+].[Na+]